5-(thiophen-2-yl)-3-(trifluoromethyl)-1H-pyrazole-4-carbonitrile S1C(=CC=C1)C1=C(C(=NN1)C(F)(F)F)C#N